NCCOCCOCCOCCNC(OCCCC)=O butyl N-[2-[2-[2-(2-aminoethoxy)ethoxy]ethoxy]ethyl]carbamate